tert-butyl (3-bromoimidazo[1,2-a]pyridin-6-yl)carbamate BrC1=CN=C2N1C=C(C=C2)NC(OC(C)(C)C)=O